CNC[C@H]1CN(CC[C@]1(O)C1=C(C(=O)N)C=CC=C1)CCC1=CSC=C1 (3S,4R)-3-((methylamino)methyl)-4-hydroxy-1-(2-(thiophen-3-yl)ethyl)piperidin-4-yl-benzamide